7-azaspiro[3.5]Nonane-7-carboxylic acid tert-butyl ester C(C)(C)(C)OC(=O)N1CCC2(CCC2)CC1